(R)-N-(1-(3-chlorophenyl)-2,2,2-trifluoroethyl)-5-cyano-N-ethylpyridine-3-sulfonamide ClC=1C=C(C=CC1)[C@H](C(F)(F)F)N(S(=O)(=O)C=1C=NC=C(C1)C#N)CC